C(C)(C)(C)OC(=O)N(C1CCN(CC1)C1=C2C=NC(=NC2=C(C=C1)C(=O)OC)SC)C1CC1 methyl 5-[4-[tert-butoxycarbonyl(cyclopropyl)amino]-1-piperidyl]-2-methylsulfanyl-quinazoline-8-carboxylate